ClC1=C(C(=C(C=C1OC)OC)Cl)C=1C=2N(C3=CC(=NC=C3C1)C=1C(=CC(=C(C1)NC(C=C)=O)N1CC3(CC1)CCOCC3)OC)C=CN2 N-(5-(4-(2,6-dichloro-3,5-dimethoxyphenyl)imidazo[1,2-a][1,6]naphthyridin-8-yl)-4-methoxy-2-(8-oxa-2-azaspiro[4.5]dec-2-yl)phenyl)acrylamide